(S)-tert-butyl-8-(((2-(tert-butoxycarbonyl)-3-(4,4-difluorocyclohexyl)benzyl)oxy)methyl)-6-(1-(4-fluorobenzyl)-1H-pyrazole-4-carbonyl)-2,6-diazaspiro[3.4]octane-2-carboxylate C(C)(C)(C)OC(=O)N1CC2(C1)CN(C[C@H]2COCC2=C(C(=CC=C2)C2CCC(CC2)(F)F)C(=O)OC(C)(C)C)C(=O)C=2C=NN(C2)CC2=CC=C(C=C2)F